N-(2-((2-((3S,4R)-3-fluoro-4-(2-hydroxyethoxy)piperidin-1-yl)pyridin-4-yl)amino)-8-isopropyl-5-((2R,3S)-2-methyl-3-((methylsulfonyl)methyl)azetidin-1-yl)quinazolin-7-yl)acrylamide F[C@H]1CN(CC[C@H]1OCCO)C1=NC=CC(=C1)NC1=NC2=C(C(=CC(=C2C=N1)N1[C@@H]([C@H](C1)CS(=O)(=O)C)C)NC(C=C)=O)C(C)C